FC1=CC(=CC=2C=COC21)C=2C(=NC(=CN2)CCS(=O)(=O)C)N2CCC(CC2)C(=O)O 1-(3-(7-fluorobenzofuran-5-yl)-6-(2-(methylsulfonyl)ethyl)pyrazin-2-yl)piperidine-4-carboxylic acid